2-[4-[4-[(1S)-1-[(2-ethyl-1-oxo-3H-pyrrolo[3,4-c]pyridin-4-yl)amino]ethyl]-2-fluoro-phenyl]-2-pyridinyl]-2-methyl-propionamide C(C)N1CC=2C(=NC=CC2C1=O)N[C@@H](C)C1=CC(=C(C=C1)C1=CC(=NC=C1)C(C(=O)N)(C)C)F